CC1=CC=C(C=C1)S(=O)(=O)OC1=C(C=CC=C1)NC(=O)NC1=C(C=CC=C1)OS(=O)(=O)CC1=CC=CC=C1 N-[2-(p-toluenesulfonyloxy)phenyl]-N'-[2-(benzylsulfonyloxy)phenyl]urea